N(C(=N)N)C1=CC=C(C=C1)NC(C1=C(C=C(C=C1)C=1CCNCC1)C)=O N-(4-guanidinophenyl)-2-methyl-4-(1,2,3,6-tetrahydropyridin-4-yl)benzamide